C(=O)(O)C1=C(C=C(C=C1)NC(=O)C1=CC(=C(C(=O)NC2=CC(=C(C(=O)O)C=C2)O)C=C1O)O)O 4-(4-(4-carboxy-3-hydroxyphenylaminocarbonyl)-2,5-dihydroxybenzoylamino)-2-hydroxybenzoic acid